ClC1=CC=CC(=C1)[N+](=O)[O-] 2-chloro-4-nitrobenzol